2-Aminoethyl-ethylether NCCOCC